4-(((1-methyl-6-phenyl-1H-pyrazolo[3,4-d]pyrimidin-4-yl)amino)methyl)benzenesulfonamide CN1N=CC=2C1=NC(=NC2NCC2=CC=C(C=C2)S(=O)(=O)N)C2=CC=CC=C2